4-(4-(3,8-diazabicyclo[3.2.1]octane-3-yl)-8-fluoro-2-((hexahydro-1H-pyrrolizin-7a-yl)Methoxy)-6-methoxyquinazolin-7-yl)naphthalene-2-ol dihydrochloride Cl.Cl.C12CN(CC(CC1)N2)C2=NC(=NC1=C(C(=C(C=C21)OC)C2=CC(=CC1=CC=CC=C21)O)F)OCC21CCCN1CCC2